C(C)OC(C(CCCC(CCN)(C)C)(C(F)(F)F)O)=O 8-amino-2-hydroxy-6,6-dimethyl-2-(trifluoromethyl)octanoic acid ethyl ester